2-amino-1-(4-(methylsulfonyl)phenyl)propane-1,3-diol NC(C(O)C1=CC=C(C=C1)S(=O)(=O)C)CO